(R)-adrenaline CNC[C@H](O)C1=CC(O)=C(O)C=C1